5-[4-amino-5-(trifluoromethyl)pyrrolo[2,1-f][1,2,4]triazin-7-yl]-N-[(3R,4S)-4-fluoro-1-(4-fluorobenzenesulfonyl)pyrrolidin-3-yl]-2-methoxypyridine-3-carboxamide NC1=NC=NN2C1=C(C=C2C=2C=C(C(=NC2)OC)C(=O)N[C@@H]2CN(C[C@@H]2F)S(=O)(=O)C2=CC=C(C=C2)F)C(F)(F)F